4-CHLORO-1-METHYL-1H-PYRAZOLE-3-CARBALDEHYDE ClC=1C(=NN(C1)C)C=O